FC=1C(=NC=CC1)CN1CCN(C2=CC=CC=C12)C(=O)NCC1CCN(CC1)C(=O)OC(C)(C)C tert-butyl 4-((4-((3-fluoropyridin-2-yl)methyl)-1,2,3,4-tetrahydroquinoxaline-1-carboxamido)methyl)piperidine-1-carboxylate